1-(2-fluorophenyl)methansulfonamid FC1=C(C=CC=C1)CS(=O)(=O)N